CC1=C(C(CC1)=O)O 3-methyl-2-hydroxy-2-cyclopentene-1-one